(R)-8-bromo-4-((1-(3-(difluoromethyl)-2-fluorophenyl)ethyl)amino)-1-methyl-6-(1-methylcyclopropyl)pyrido[3,4-d]pyridazin-7(6H)-one BrC=1C(N(C=C2C(=NN=C(C21)C)N[C@H](C)C2=C(C(=CC=C2)C(F)F)F)C2(CC2)C)=O